2-((2R,6S)-2,6-Dimethyl-piperidin-1-yl)ethan-1-amine C[C@H]1N([C@H](CCC1)C)CCN